C(C)(C)(C)OC(=O)N1C[C@H]2N(CC1)C[C@H](C2)OC(C2=CC=C(C=C2)[N+](=O)[O-])=O (7S,8aS)-7-((4-nitrobenzoyl)oxy)hexahydropyrrolo[1,2-a]pyrazine-2(1H)-carboxylic acid tert-butyl ester